(1E)-1-butene-1-yl-phosphonic acid C(=C\CC)/P(O)(O)=O